NC1=CC=C(C=N1)[C@H]1N(C[C@@H](CC1)C)C(C(=O)NC=1C=C(C=NC1)C(=O)N)=O 5-[[2-[(2S,5R)-2-(6-amino-3-pyridyl)-5-methyl-1-piperidyl]-2-oxo-acetyl]amino]pyridine-3-carboxamide